O1CCN(CC1)C1=CC=C(C(=O)NC2=CC=C(C=C2)N2CCN(CC2)C=2SC=CC2)C=C1 4-Morpholino-N-(4-(4-(thiophen-2-yl)piperazin-1-yl)phenyl)benzamid